(E)-3-(2-(3,3-dimethyl-1-butyn-1-yl)-6-(trifluoromethyl)pyridin-3-yl)-N-(2-oxo-2,3-dihydro-1H-benzo[d]imidazol-4-yl)acrylamide CC(C#CC1=NC(=CC=C1/C=C/C(=O)NC1=CC=CC=2NC(NC21)=O)C(F)(F)F)(C)C